COC1=NC(=NC=C1C(F)(F)F)N1C[C@H](N([C@H](C1)C)C(=O)OC1CC2(CN(C2)CC2=CC=CC=C2)C1)C 2-benzyl-2-azaspiro[3.3]heptan-6-yl (2R,6S)-4-[4-methoxy-5-(trifluoromethyl)pyrimidin-2-yl]-2,6-dimethylpiperazine-1-carboxylate